C(C1=CC=CC=C1)NC1=C2N=CN(C2=NC(=N1)C1CC1)[C@H]1[C@@H]([C@@H]([C@@H](O1)C(OC)P(O)(O)=O)O)O [(2R,3S,4R,5R)-5-[6-(benzylamino)-2-cyclopropyl-purin-9-yl]-3,4-dihydroxy-tetrahydrofuran-2-yl]-methoxymethyl-phosphonic acid